2-fluoro-5-(3-methyl-1,2,4-oxadiazol-5-yl)aniline FC1=C(N)C=C(C=C1)C1=NC(=NO1)C